C[Si](OC1=NC=CC(=N1)O[Si](C)(C)C)(C)C 2,4-bis(trimethylsiloxy)pyrimidine